C(C=1C(C(=O)OC)=CC=CC1)(=O)OC1=C2N(N=CC1=O)[C@H]([C@@H]1N(C2=O)CCC1)[C@H](C1=CC=CC=C1)C1=C(C(=CC=C1)F)F (9aR,10S)-10-((R)-(2,3-difluorophenyl)(phenyl)methyl)-3,5-dioxo-3,5,8,9,9a,10-hexahydro-7H-pyrrolo[1',2':4,5]pyrazino[1,2-b]pyridazin-4-yl methyl phthalate